C(C)(C)(C)OC(=O)NC1=C(C(=O)[O-])C=CC(=C1)[18F] 2-[(Tert-Butoxycarbonyl)Amino]-4-[18F]fluorobenzoate